N-{6-[(3-cyclopropyl-1H-pyrazol-5-yl)amino]-5-methoxy-1,2-benzoxazol-3-yl}-2,6-dimethoxy-4-(methoxymethyl)benzene-1-sulfonamide C1(CC1)C1=NNC(=C1)NC1=CC2=C(C(=NO2)NS(=O)(=O)C2=C(C=C(C=C2OC)COC)OC)C=C1OC